COC(OC)[SiH2]CCCNC(=NC(C)C)NC(C)C 1-(3-dimethoxymethylsilylpropyl)-2,3-diisopropylguanidine